[C@H]12CN(C[C@H](CC1)N2)C2=CC(=NC1=C(C(=NC=C21)C2=CC(=CC1=CC=CC(=C21)Cl)O)F)OCC21CCCN1CCC2 4-(4-((1R,5S)-3,8-diazabicyclo[3.2.1]octan-3-yl)-8-fluoro-2-((tetrahydro-1H-pyrrolizin-7a(5H)-yl)methoxy)-1,6-naphthyridin-7-yl)-5-chloronaphthalen-2-ol